2-[[6-(hydroxymethyl)-4-methyl-6,7-dihydro-5H-cyclopenta[c]pyridin-3-yl]oxy]acetic acid methyl ester COC(COC1=C(C2=C(C=N1)CC(C2)CO)C)=O